5-cyano-4-methyl-3-bromopyridine C(#N)C=1C(=C(C=NC1)Br)C